[K+].[Fe-3](C#N)(C#N)(C#N)(C#N)(C#N)C#N.[K+].[K+] ferricyanide Potassium